C(C)(C)(C)OC(=O)N[C@H](C(=O)N1CCN(CC1)C(=O)OCC1=CC=CC=C1)C1CCCCC1 (S)-Benzyl 4-(2-((tert-butoxycarbonyl)amino)-2-cyclohexylacetyl)piperazine-1-carboxylate